N=1C=CN2N=C(C=CC21)C=2C=C(O[C@H](CN1N=NN=C1)C)C=CC2 1-[(2S)-2-(3-{imidazo[1,2-b]pyridazin-6-yl}phenoxy)propyl]-1H-tetrazole